ClC1=CC=C(C=C1)[C@H](CN1N=C(N=N1)CN1C=NC=2OCC(N(C2C1=O)C)=O)O 3-({2-[(2R)-2-(4-chlorophenyl)-2-hydroxyethyl]-2H-1,2,3,4-tetrazol-5-yl}methyl)-5-methyl-3H,4H,5H,6H,7H-pyrimido[4,5-b][1,4]oxazine-4,6-dione